N-(1,3-benzoxazol-5-yl)-2-[3-(4-methylcyclohex-1-en-1-yl)-6-oxopyridazin-1(6H)-yl]acetamide O1C=NC2=C1C=CC(=C2)NC(CN2N=C(C=CC2=O)C2=CCC(CC2)C)=O